FC1=C(C(=C(C(=C1[B-](C1=C(C(=C(C(=C1F)F)F)F)F)(C1=C(C(=C(C(=C1F)F)F)F)F)C1=C(C(=C(C(=C1F)F)F)F)F)F)F)F)F.[NH4+].C(CCC)C1=C(C=CC=C1)CCCC dibutylbenzene ammonium tetrakis(pentafluorophenyl)borate